C(C)OC(C=C)=O.CNS(=O)(=O)C(C(C(C(F)(F)F)(F)F)(F)F)(F)F N-methyl-perfluorobutyl-sulfonamide ethyl-acrylate